tert-butyl 1'-(2-((2-(2,6-dioxopiperidin-3-yl)-1,3-dioxoisoindolin-4-yl) oxy) acetyl)-[4,4'-bipiperidine]-1-carboxylate O=C1NC(CCC1N1C(C2=CC=CC(=C2C1=O)OCC(=O)N1CCC(CC1)C1CCN(CC1)C(=O)OC(C)(C)C)=O)=O